11-oxo-N-(1-(thiazol-5-yl)ethyl)-10,11-dihydrodibenzo[b,f][1,4]thiazepine-8-carboxamide O=C1NC2=C(SC3=C1C=CC=C3)C=CC(=C2)C(=O)NC(C)C2=CN=CS2